2,4,6-trimethylbenzoyl-methoxyphenyl-phosphine oxide CC1=C(C(=O)P(C2=CC=CC=C2)(OC)=O)C(=CC(=C1)C)C